N[C@H](C(=O)O)C1CCCCC1 (2S)-amino-(cyclohexyl)acetic acid